C(C)OC(C(=NO)C#N)=O ethyl-cyano-(hydroxyimino)-acetate